C(C)C(CCC(=O)O)(CCC(=O)O)C(=O)O 3-ethylpentane-1,3,5-tricarboxylic acid